C(#N)C=1C=C(C=CC1)N1N=CC(=N1)C(=O)NC[C@]1(NC(NC1=O)=O)C(C)C |r| rac-2-(3-cyanophenyl)-N-[(4-isopropyl-2,5-dioxoimidazolidin-4-yl)methyl]-2H-1,2,3-triazole-4-carboxamide